FC(C1=CC=C(OC2=CC=C(C=O)C=C2)C=C1)(F)F 4-(4-(trifluoromethyl)phenoxy)benzaldehyde